2-pyridin-4-yl-3H-benzoimidazole-5-carboxylic acid N1=CC=C(C=C1)C=1NC2=C(N1)C=CC(=C2)C(=O)O